COCNC(C=C)=O N-methoxymethyl-acrylamide